BrCC(=O)[C@@H]1C[C@@H](CC1)NC(OC(C)(C)C)=O tert-butyl ((1R,3S)-3-(2-bromoacetyl)cyclopentyl)carbamate